ethyl 3-ethyl-2,4-bis(methoxymethoxy)-6-methylbenzoate ethyl-2,4-bis(methoxymethoxy)-6-methyl-3-vinylbenzoate C(C)OC(C1=C(C(=C(C=C1C)OCOC)C=C)OCOC)=O.C(C)C=1C(=C(C(=O)OCC)C(=CC1OCOC)C)OCOC